C(#C)C1=CC(N(C=2N=C(N=CC21)NC2CCN(CC2)C2CCN(CC2)C)C2=CC=CC=C2)=O 5-Ethynyl-2-((1'-methyl-[1,4'-bipiperidin]-4-yl)amino)-8-phenylpyrido[2,3-d]pyrimidin-7(8H)-one